FC([C@H](C)N1N=NC2=C1C=C(C=C2)C=2C=CN1N=C(N=C(C12)OC)N[C@@H]1[C@@H](CN(CC1)C(CO)=O)F)F 1-((3R,4S)-4-((5-(1-((S)-1,1-difluoropropan-2-yl)-1H-benzo[d][1,2,3]triazol-6-yl)-4-methoxypyrrolo[2,1-f][1,2,4]triazin-2-yl)amino)-3-fluoropiperidin-1-yl)-2-hydroxyethan-1-one